C1OCC12CCN(C2)C(=O)OC(C)(C)C tert-butyl 2-oxa-7-azaspiro[3.4]octane-7-carboxylate